(S)-3-(4-Cyclobutoxybenzyl)-1-(4-fluorobenzyl)-1-((1-methylpyrrolidin-2-yl)methyl)urea C1(CCC1)OC1=CC=C(CNC(N(C[C@H]2N(CCC2)C)CC2=CC=C(C=C2)F)=O)C=C1